1-(4-(3-Chlorobenzyl)-3,4-dihydroquinoxalin-1(2H)-yl)-2-(4-methylpiperazin-1-yl)propan-1-one ClC=1C=C(CN2CCN(C3=CC=CC=C23)C(C(C)N2CCN(CC2)C)=O)C=CC1